FC=1C=CC(=NC1)CNC(=O)NC1=CC=C(C=C1)[C@H]1CCCC=2N1C(=NC2)C |o1:18| rel-(R)-1-((5-fluoropyridin-2-yl)methyl)-3-(4-(3-methyl-5,6,7,8-tetrahydroimidazo[1,5-a]pyridin-5-yl)phenyl)urea